N1=C(C=NC=C1)CN1CC=2NC=NC2C1 5-(pyrazin-2-ylmethyl)-1,4,5,6-tetrahydropyrrolo[3,4-d]imidazole